C(C)(=O)O.FC=1C=C(C=C(C1)F)[C@H]1CC[C@H](CC1)OC[C@@H]1NCCC[C@@H]1NS(=O)(=O)C N-(cis-2-(((cis-4-(3,5-difluorophenyl)cyclohexyl)oxy)methyl)piperidin-3-yl)methanesulfonamide acetate